FC(OC1=CC=C(C=C1)C1=CN=C2N1C=CN=C2NC2=CC(=C(C(=O)N1CCC(CC1)C(=O)N)C=C2)C)F 1-(4-((3-(4-(di-fluoromethoxy)phenyl)imidazo[1,2-a]pyrazin-8-yl)amino)-2-methylbenzoyl)piperidine-4-carboxamide